4-[(E)-{[(R)-2-methylpropan-2-sulfinyl]imino}methyl]piperidine-1-carboxylic acid tert-butyl ester C(C)(C)(C)OC(=O)N1CCC(CC1)/C=N/[S@](=O)C(C)(C)C